4-(4-((R)-1-(3-(difluoromethyl)-2-fluorophenyl)ethylamino)-2-methylpyrido[2,3-d]Pyrimidin-6-yl)-1-imino-1,2,3,6-tetrahydro-1lambda6-thiopyran 1-oxide FC(C=1C(=C(C=CC1)[C@@H](C)NC=1C2=C(N=C(N1)C)N=CC(=C2)C=2CCS(CC2)(=N)=O)F)F